FC1=CC=C(C=C1)C=1N=C(NC1C=1C=CC=2N(C1)N=CN2)C(F)(F)F 6-(4-(4-Fluorophenyl)-2-(trifluoromethyl)-1H-imidazol-5-yl)-[1,2,4]triazolo[1,5-a]pyridine